ClC=1C(=C2C=NN(C2=CC1C)C1OCCCC1)B1OC(C(O1)(C)C)(C)C 5-chloro-6-methyl-1-tetrahydropyran-2-yl-4-(4,4,5,5-tetramethyl-1,3,2-dioxaborolan-2-yl)indazole